methyl (3R)-3-(tert-butoxycarbonylamino)-5-[[4-(4-methoxyphenyl)phenyl]methyl]-4-oxo-2,3-dihydro-1,5-benzothiazepine-7-carboxylate C(C)(C)(C)OC(=O)N[C@H]1CSC2=C(N(C1=O)CC1=CC=C(C=C1)C1=CC=C(C=C1)OC)C=C(C=C2)C(=O)OC